propyltriphenylphosphine phosphonium bromide [Br-].[PH4+].C(CC)C1=C(C=CC=C1)P(C1=CC=CC=C1)C1=CC=CC=C1